2-(2-Chlorophenyl)-N-{3-[(2,4-dimethoxybenzyl)sulfamoyl]-4-(3-methyl-1H-pyrazol-1-yl)phenyl}acetamide ClC1=C(C=CC=C1)CC(=O)NC1=CC(=C(C=C1)N1N=C(C=C1)C)S(NCC1=C(C=C(C=C1)OC)OC)(=O)=O